N-tert-Butyl-N-(2-Methyl-1-phenylpropyl)-O-(1-phenylethyl)hydroxylamine C(C)(C)(C)N(OC(C)C1=CC=CC=C1)C(C(C)C)C1=CC=CC=C1